hexahydro-S-triazine N1CNCNC1